C1(CC1)C(NC([C@H](NC(C(=C)C)=O)CC(C)C)=O)C1CC1 N-(dicyclopropylmethyl)-N2-methacryloyl-D-leucinamide